C(CCCCCCC\C=C/CCCCCCCC)(=O)NC(C(=O)[O-])(CC(=O)[O-])S(=O)(=O)O oleamido-2-sulfosuccinate